2-(2-bromoethyl)-2,4-dihydro-4-(4-methoxyphenyl)-3H-1,2,4-triazol-3-one BrCCN1N=CN(C1=O)C1=CC=C(C=C1)OC